butyl (1R,4R,5S)-5-amino-2-azabicyclo[2.1.1]hexane-2-carboxylate N[C@H]1[C@H]2CN([C@@H]1C2)C(=O)OCCCC